3-(4-chloro-1-oxo-5-(4-((4-(piperidin-4-ylmethyl)piperidin-1-yl)methyl)piperidin-1-yl)isoindolin-2-yl)piperidine-2,6-dione trifluoroacetate FC(C(=O)O)(F)F.ClC1=C2CN(C(C2=CC=C1N1CCC(CC1)CN1CCC(CC1)CC1CCNCC1)=O)C1C(NC(CC1)=O)=O